acryloxypentyl-trimethoxysilane platinum-rhodium [Rh].[Pt].C(C=C)(=O)OCCCCC[Si](OC)(OC)OC